4,4-dihydroxy-8-({1-[(morpholin-2-yl)acetyl]azetidin-3-yl}oxy)-5-oxa-4-boranuidabicyclo[4.4.0]deca-1(6),7,9-triene-7-carboxylic acid disodium salt [Na+].[Na+].O[B-]1(CCC=2C=CC(=C(C2O1)C(=O)O)OC1CN(C1)C(CC1CNCCO1)=O)O.O[B-]1(CCC=2C=CC(=C(C2O1)C(=O)O)OC1CN(C1)C(CC1CNCCO1)=O)O